4-(2-oxo-7-azaspiro[3.5]nonan-7-yl)-2-(7-((2-(trimethylsilyl)ethoxy)methyl)-3,4-dihydro-2H-pyrrolo[3',2':5,6]pyrido[2,3-b][1,4]oxaazepin-1(7H)-yl)benzoic acid methyl ester COC(C1=C(C=C(C=C1)N1CCC2(CC(C2)=O)CC1)N1C2=C(OCCC1)N=C1C(=C2)C=CN1COCC[Si](C)(C)C)=O